COC1=CC2C(C=C1)S2 4-methoxybenzene sulfide